CN(C1C[C@@H]2[C@@H](OC(O2)(CCCCCCCC\C=C/C\C=C/CCCCC)CCCCCCCC\C=C/C\C=C/CCCCC)C1)C (3ar,5s,6as)-N,N-dimethyl-2,2-bis((z,12z)-octadeca-9,12-dienyl)tetrahydro-3aH-cyclopenta[d][1,3]dioxol-5-amine